ClC=1C=C(OC2CN(CC2)C(=O)OCCCC)C=C(C1)[N+](=O)[O-] butyl 3-(3-chloro-5-nitro-phenoxy)pyrrolidine-1-carboxylate